2-(3,4-dimethoxyphenyl)-6-(8-(1-isobutylpiperidin-4-yl)-8-azabicyclo[3.2.1]oct-3-yl)-1,4-dimethyl-1H-benzo[d]imidazole COC=1C=C(C=CC1OC)C1=NC2=C(N1C)C=C(C=C2C)C2CC1CCC(C2)N1C1CCN(CC1)CC(C)C